OCC(CO)(CO)NCC(CS(=O)(=O)O)O 3-{[1,3-dihydroxy-2-(hydroxymethyl)propan-2-yl]amino}-2-hydroxypropane-1-sulfonic acid